NCC1(C2CCN(CC12)C(=O)OC(C)(C)C)C1=NOC(=C1)C1CC1 tert-butyl 7-(aminomethyl)-7-(5-cyclopropylisoxazol-3-yl)-3-azabicyclo[4.1.0]heptane-3-carboxylate